CN(C1=C2C=CC=C(C2=CC=C1)S(=O)(=O)N1[C@@H]([C@@H](CCC1)O)C(=O)O)C (2S,3R)-1-(5-(dimethylamino)naphthalene-1-ylsulfonyl)-3-hydroxypiperidine-2-carboxylic acid